BrC=1C=C(C=C(C1)C(F)(F)F)NC(C(=O)C1=CC=C(C=C1)OC1=NC=NC2=CC(=C(C=C12)OC)OC)=O (3-bromo-5-(trifluoromethyl)phenyl)-2-(4-((6,7-dimethoxyquinazolin-4-yl)oxy)phenyl)-2-oxoacetamide